N(=[N+]=[N-])CC1=CC=C(C=N1)NC(CCCNC(OC(C)(C)C)=O)=O tert-Butyl (4-((6-(azidomethyl)pyridin-3-yl)amino)-4-oxobutyl)carbamate